2-{[(3-tert-butyl-1,2,4-oxadiazol-5-yl)methyl]sulfanyl}-6-methylpyrimidin C(C)(C)(C)C1=NOC(=N1)CSC1=NC(=CC=N1)C